[Mg+2].C(CC(O)(C(=O)[O-])CC(=O)[O-])(=O)[O-].O[C@@H](C[N+](C)(C)C)CC([O-])=O.C(CC(O)(C(=O)[O-])CC(=O)[O-])(=O)[O-].[Mg+2].[Mg+2] l-carnitine citrate magnesium salt